4-(2-methoxyethyl)-4-methylmorpholinium hydroxide [OH-].COCC[N+]1(CCOCC1)C